N-(8-fluoro-2-methyl-imidazo[1,2-a]pyridin-6-yl)-8-(8-methyl-3,8-diazabicyclo[3.2.1]octan-3-yl)quinoxaline-5-carboxamide FC=1C=2N(C=C(C1)NC(=O)C=1C=3N=CC=NC3C(=CC1)N1CC3CCC(C1)N3C)C=C(N2)C